N1C(=NC=C1)[C@H]1CC2C(C(OC=3C=C(C=C(C23)O)C(C)(CCCCCC)C)(C)C)CC1 (9R)-9-(1H-imidazol-2-yl)-6,6-dimethyl-3-(2-methyloctan-2-yl)-6a,7,8,9,10,10a-hexahydro-6H-benzo[c]chromen-1-ol